[3-[4-[3-(2,2-dimethylpropyl)triazol-4-yl]phenyl]azetidin-1-yl]-[6-(5-fluoro-3-pyridyl)-2,6-diazaspiro[3.3]heptan-2-yl]methanone CC(CN1N=NC=C1C1=CC=C(C=C1)C1CN(C1)C(=O)N1CC2(C1)CN(C2)C=2C=NC=C(C2)F)(C)C